1-amino-N-(5-cyclopropyl-6-(4-ethynyl-2-hydroxyphenyl)pyridazin-3-yl)cyclopropane-1-carboxamide NC1(CC1)C(=O)NC=1N=NC(=C(C1)C1CC1)C1=C(C=C(C=C1)C#C)O